CC1CN(CC(C1)C)C1=CC=C(S1)C=O 5-(3,5-dimethylpiperidin-1-yl)thiophene-2-carbaldehyde